2-(5-Chloro-8-(trifluoromethoxy)imidazo[1,2-a]pyridin-2-yl)-N-(3-cyclopropyl-1H-pyrazol-5-yl)propanamide ClC1=CC=C(C=2N1C=C(N2)C(C(=O)NC2=CC(=NN2)C2CC2)C)OC(F)(F)F